FC(C1CCC=C1)(F)F 5-trifluoromethylcyclopentene